C1(CC1)C1=CC(=C(C=C1OC(C)C)N1CCN(CC1)CC=1N=NC=CC1)C=1N=NNN1 3-[[4-[4-cycloprop-yl-5-isopropoxy-2-(2H-tetrazol-5-yl)-phenyl]piperazin-1-yl]methyl]pyridazine